C(CCC)OCCOCCO diethylen glycol monobutyl ether